2-(2-((tert-butoxycarbonyl)amino)ethoxy)ethyl (2E,4E)-5-(4-methoxyphenyl)penta-2,4-dienoate COC1=CC=C(C=C1)/C=C/C=C/C(=O)OCCOCCNC(=O)OC(C)(C)C